[2H]C([2H])([2H])C1=C(N=NC(=C1)NC1=NC=CC(=C1)C)C(=O)N trideuteromethyl-6-((4-methylpyridin-2-yl)amino)pyridazine-3-carboxamide